(S)-2-(8-chloro-4-oxo-benzo[d][1,2,3]triazin-3(4H)-yl)-N-(1-(4-methoxyphenyl)ethyl)acetamide ClC1=CC=CC2=C1N=NN(C2=O)CC(=O)N[C@@H](C)C2=CC=C(C=C2)OC